FC1(CC(C1)[C@@H](COC)NC(C1=CN=CC(=C1N1C[C@]2(CCCN2)CC1)C1=CC(=CC(=C1)F)F)=O)F N-[(S)-1-(3,3-difluorocyclobutyl)-2-methoxyethyl]-4-{(S)-1,7-diaza-7-spiro[4.4]nonyl}-5-(3,5-difluorophenyl)nicotinamide